CC1(O[C@H]([C@@H](O1)CP(C1=CC(=CC(=C1)C)C)C1=CC(=CC(=C1)C)C)CP(C1=CC(=CC(=C1)C)C)C1=CC(=CC(=C1)C)C)C |o1:3,4| REL-(+)-[[(4R,5R)-2,2-dimethyl-1,3-dioxolane-4,5-diyl]bis(methylene)]bis[bis(3,5-dimethylphenyl)phosphine]